C(C1=CC=CC=C1)OCC1N(CC=2N(C1)C(N(C2C(=O)O)C2=CC=C(C=C2)OC2CC2)=O)C(=O)OC(C)(C)C 6-[(benzyloxy)methyl]-7-(tert-butoxycarbonyl)-2-(4-cyclopropoxyphenyl)-3-oxo-5H,6H,8H-imidazo[1,5-a]pyrazine-1-carboxylic acid